1,1-Dimethoxynonane COC(CCCCCCCC)OC